[N+](=O)([O-])C=1C=C2CC(NC2=CC1)=O 5-nitro-2,3-dihydro-1H-indol-2-one